cis-urethane NC(=O)OCC